ethyl 4,5-dimethyl-3-oxo-5-phenyltetrahydrofuran-2-carboxylate CC1C(C(OC1(C1=CC=CC=C1)C)C(=O)OCC)=O